(4-((2-amino-3-chloropyridin-4-yl)oxy)-3-fluorophenyl)-5-methyl-1-(pyrimidin-5-yl)-1H-pyrazole-4-carboxamide NC1=NC=CC(=C1Cl)OC1=C(C=C(C=C1)C1=NN(C(=C1C(=O)N)C)C=1C=NC=NC1)F